CN1N=NC(=C1C1=CC=2N(C=3C=C(C=CC3C2N=C1)C(C)(C)O)[C@H](C1=CC=CC=C1)C1CCOCC1)C 2-[3-(3,5-dimethyltriazol-4-yl)-5-[(S)-oxan-4-yl(phenyl)methyl]pyrido[3,2-b]indol-7-yl]propan-2-ol